1-benzyl-5-methyl-1H-1,2,3-triazole-4-carboxylic acid C(C1=CC=CC=C1)N1N=NC(=C1C)C(=O)O